(2-isopropylphenyl)-N4-(4-(1-methyl-4-(trifluoromethyl)-1H-imidazol-2-yl)benzyl)pyrimidine-4,5-diamine C(C)(C)C1=C(C=CC=C1)C1=NC=C(C(=N1)NCC1=CC=C(C=C1)C=1N(C=C(N1)C(F)(F)F)C)N